(Z)-1-(3-(5-methyl-2-propylphenyl)-4-oxothiazolidin-2-ylidene)-3-(2-methyl-4-(1-(5-(trifluoromethyl)pyridin-2-yl)-1H-1,2,4-triazol-3-yl)phenyl)urea CC=1C=CC(=C(C1)N1/C(/SCC1=O)=N/C(=O)NC1=C(C=C(C=C1)C1=NN(C=N1)C1=NC=C(C=C1)C(F)(F)F)C)CCC